2-(4,5-dichloro-6-oxo-pyridazin-1-yl)-N-(4-methyl-3-nitro-phenyl)-acetamide ClC=1C=NN(C(C1Cl)=O)CC(=O)NC1=CC(=C(C=C1)C)[N+](=O)[O-]